rac-(2-(((2R,3S,4R,5R)-5-(6-chloro-4-(cyclobutylamino)-1H-pyrazolo[3,4-d]pyrimidin-1-yl)-3,4-dihydroxytetrahydrofuran-2-yl)methoxy)-1,3-dimethoxy-propan-2-yl)phosphonic acid ClC1=NC(=C2C(=N1)N(N=C2)[C@H]2[C@@H]([C@@H]([C@H](O2)COC(COC)(COC)P(O)(O)=O)O)O)NC2CCC2 |r|